thioantimonic acid [Sb](O)(O)(O)=S